(4-(3-carbamoyl-5-methyl-1H-1,2,4-triazol-1-yl)benzyl)-[1,1'-biphenyl] C(N)(=O)C1=NN(C(=N1)C)C1=CC=C(CC2=C(C=CC=C2)C2=CC=CC=C2)C=C1